C1=NC=C(C2=CC=CC=C12)N1C(N(C[C@@H]1C#N)C1=CC=C(C=C1)OC(F)(F)F)=O |r| Racemic-3-(isoquinolin-4-yl)-2-oxo-1-(4-(trifluoromethoxy)phenyl)imidazolidine-4-carbonitrile